ClC1=CC(=C(C=C1)C=1C(=NC=2N(C1O)N=CC2C(=O)OCC)O)F Ethyl 6-(4-chloro-2-fluorophenyl)-5,7-dihydroxypyrazolo[1,5-a]pyrimidine-3-carboxylate